tert-butyl (2E,6R)-6-{[(2R,3R,5R,6S)-3,5-dihydroxy-6-methyloxan-2-yl]oxy}hept-2-enoate O[C@H]1[C@@H](O[C@H]([C@@H](C1)O)C)O[C@@H](CC/C=C/C(=O)OC(C)(C)C)C